benzoic acid 2-hydroxyethyl ester OCCOC(C1=CC=CC=C1)=O